C1CC12CN(CC2)CC2=CC(=NC(=C2)C2CC2)C(=O)NC2=CC(=CC=C2)[C@]([C@H](C2=NN=CN2C)F)(C)F 4-(5-azaspiro[2.4]heptan-5-ylmethyl)-6-cyclopropyl-N-(3-((1S,2S)-1,2-difluoro-1-(4-methyl-4H-1,2,4-triazol-3-yl)propan-2-yl)phenyl)picolinamide